triacosene C=CCCCCCCCCCCCCCCCCCCCCC